1-[(3R)-3-methylmorpholin-4-yl]ethanone C[C@H]1N(CCOC1)C(C)=O